N-[6-(2-chloro-5-fluorophenyl)-3-fluoro-6-hydroxy-2-methyl-8-oxo-7,8-dihydro-6H-pyrrolo[4,3-G]indazol-5-yl]-5-fluoro-3-(trifluoromethyl)benzamide ClC1=C(C=C(C=C1)F)C1(NC(C2=C1C(=CC1=C(N(N=C21)C)F)NC(C2=CC(=CC(=C2)F)C(F)(F)F)=O)=O)O